S(=O)(=O)(C1=CC=C(C)C=C1)ON=C1CCOC2=C(C=CC=C12)OC1=CC=C(C=C1)C(F)(F)F 8-{4-(Trifluoromethyl)phenoxy}chroman-4-one O-tosyl oxime